4-((6-amino-8-hydroxy-2-(2-methoxyethoxy)-9H-purin-9-yl)methyl)-benzamide NC1=C2N=C(N(C2=NC(=N1)OCCOC)CC1=CC=C(C(=O)N)C=C1)O